tert-butyl (R)-7-(4-((tert-butoxycarbonyl)oxy)piperidin-1-yl)-3-(3-(1-(4-methyl-4H-1,2,4-triazol-3-yl)propan-2-yl)phenyl)-5-(trifluoromethyl)-1H-pyrazolo[4,3-b]pyridine-1-carboxylate C(C)(C)(C)OC(=O)OC1CCN(CC1)C1=C2C(=NC(=C1)C(F)(F)F)C(=NN2C(=O)OC(C)(C)C)C2=CC(=CC=C2)[C@@H](CC2=NN=CN2C)C